C(CC)C(C(=O)[C@@]1(C([C@H](O)[C@@H](CO)O1)(F)F)N1C(=O)N=C(N)C=C1)CCC (2-propylpentanoyl)-2'-deoxy-2',2'-difluorocytidine